tert-Butyl (E)-4-phenylbut-2-enoate C1(=CC=CC=C1)C/C=C/C(=O)OC(C)(C)C